FC1=C(C=O)C=CC(=C1F)O 2,3-difluoro-4-hydroxybenzaldehyde